4-(((3R,5S)-4,4-difluoro-3,5-dimethylpiperidin-1-yl)methyl)-7,7-dimethyl-6,7-dihydro-5H-cyclopenta[b]pyridine-2-carboxamide FC1([C@@H](CN(C[C@@H]1C)CC1=C2C(=NC(=C1)C(=O)N)C(CC2)(C)C)C)F